isopropyl (S)-6-diazo-5-oxo-2-((S)-thietane-2-carboxamido)hexanoate [N+](=[N-])=CC(CC[C@@H](C(=O)OC(C)C)NC(=O)[C@H]1SCC1)=O